2,6-bis(dodecylthio)methyl-4-nonylphenol C(CCCCCCCCCCC)SCC1=C(C(=CC(=C1)CCCCCCCCC)CSCCCCCCCCCCCC)O